(1r,4R)-4-(3-chloroanilino)-2'-{(2R)-2-methyl-3-[(5,6,7,8-tetrahydroquinazolin-4-yl)oxy]propyl}spiro[cyclohexane-1,1'-indene]-4-carboxylic acid ClC=1C=C(NC2(CCC3(C(=CC4=CC=CC=C34)C[C@H](COC3=NC=NC=4CCCCC34)C)CC2)C(=O)O)C=CC1